NOC(=O)N diaminoformic acid